The molecule is a 26-oxo steroid resulting from the oxidation of 3-oxocholest-4-en-26-ol to the corresponding aldehyde. It is a 26-oxo steroid, a cholestanoid, a steroid aldehyde and a 3-oxo-Delta(4) steroid. It derives from a cholest-4-en-3-one. C[C@H](CCCC(C)C=O)[C@H]1CC[C@@H]2[C@@]1(CC[C@H]3[C@H]2CCC4=CC(=O)CC[C@]34C)C